C1(=CC=CC=C1)C(P(=O)=C1C(N)C=CC=C1)C1=CC=CC=C1 2-(diphenylmethyl-phosphoryl)aniline